NC=1C(=CN(C(C1I)=O)C1CCOCC1)C(=O)OC methyl 4-amino-5-iodo-6-oxo-1-(tetrahydro-2H-pyran-4-yl)-1,6-dihydropyridine-3-carboxylate